ClC1=CC(=C(C=C1)C1=NC(=CC=2N=C(N(C(C21)=O)C)C)N2C[C@H](OCC2)C2=CC(=NC=C2)C(F)(F)F)F (R)-5-(4-chloro-2-fluorophenyl)-2,3-dimethyl-7-(2-(2-(trifluoromethyl)pyridin-4-yl)morpholino)pyrido[4,3-d]pyrimidin-4(3H)-one